3-[(2R)-2-cyano-2-methyl-pyrrolidine-1-carbonyl]-N-[(3S*)-3-cyanotetrahydrofuran-3-yl]-8-methoxy-1-(2-thienyl)-5,6-dihydropyrrolo[2,1-a]isoquinoline-9-carboxamide C(#N)[C@@]1(N(CCC1)C(=O)C1=CC(=C2N1CCC1=CC(=C(C=C21)C(=O)N[C@]2(COCC2)C#N)OC)C=2SC=CC2)C |o1:25|